C1(CC1)C1=CC=C(C=N1)C1=NOC(=C1COC1=CC=C(C=N1)C(=O)N[C@@H](CCC)CO)C 6-((3-(6-Cyclopropyl-3-pyridyl)-5-methyl-isoxazol-4-yl)methoxy)-N-((1S)-1-(hydroxymethyl)butyl)pyridin-3-carboxamid